CC=1C=C(C=CC1N1CCN(CC1)C)CN (3-methyl-4-(4-methylpiperazin-1-yl)phenyl)methylamine